Cl[Pd-2](P(C(C)(C)C)(C(C)(C)C)C1=CC=C(C=C1)N(C)C)(P(C1=CC=C(C=C1)N(C)C)(C(C)(C)C)C(C)(C)C)Cl dichlorobis[di-tert-butyl-(4-dimethylaminophenyl)phosphino]palladium(II)